(2S,6R)-2,6-dimethyl-4-(piperidin-4-ylmethyl)morpholine C[C@H]1CN(C[C@H](O1)C)CC1CCNCC1